N-((6-cyclopropyl-4-methyl-2-oxo-1,2-dihydropyridin-3-yl)methyl)-3',5'-dimethoxy-[1,1'-biphenyl]-4-carboxamide C1(CC1)C1=CC(=C(C(N1)=O)CNC(=O)C1=CC=C(C=C1)C1=CC(=CC(=C1)OC)OC)C